FC(CN1CCC(CC1)CN1C[C@@H](C([C@@H](C1)O)O)O)(F)F (3S,4r,5R)-1-((1-(2,2,2-trifluoroethyl)piperidin-4-yl)methyl)piperidine-3,4,5-triol